CN1CC(C1)(C)[C@@](C=1C=C(C=NC1)C1=NOC(=N1)[C@H]1CC(NCC1)=O)(C1=CC=C(C=C1)C(C)C)O (R)-4-(3-{5-[(R)-(1,3-dimethyl-azetidin-3-yl)-hydroxy-(4-isopropyl-phenyl)-methyl]-pyridin-3-yl}-[1,2,4]Oxadiazol-5-yl)-piperidin-2-one